NC1=NC(=NC=C1[C@@H](C)N1N=CC(=C1)C=1C(=NC(=CN1)C1=C(C(=CC=C1C(F)F)Cl)F)C(=O)N)N1C([C@@H]2C[C@@H]2C1)=O (1-((R)-1-(4-amino-2-((1R,5S)-2-oxo-3-azabicyclo[3.1.0]hex-3-yl)pyrimidin-5-yl)ethyl)-1H-pyrazol-4-yl)-6-(3-chloro-6-(difluoromethyl)-2-fluorophenyl)pyrazine-2-carboxamide